6-chloro-2',7-dimethyl-1-(6-(4-(methylsulfonyl)piperidin-1-yl)pyridin-3-yl)-1H,2'H-3,4'-biindazole ClC1=CC=C2C(=NN(C2=C1C)C=1C=NC(=CC1)N1CCC(CC1)S(=O)(=O)C)C=1C2=CN(N=C2C=CC1)C